1-(4-chlorophenyl)-2-(pyrrolidin-1-yl)ethylamine dihydrochloride Cl.Cl.ClC1=CC=C(C=C1)C(CN1CCCC1)N